CC1=CC=C(C=C1)S(=O)(=O)C1=C(C=CC(=C1)S(=O)(=O)C1=CC=C(C=C1)C)O 2,4-bis(4-methylphenylsulfonyl)phenol